FC(C(=O)O)(F)F.C(C)C1(COC1)C1CNC1 3-(3-ethyloxetan-3-yl)azetidine trifluoroacetate